N-(3-(1H-imidazol-1-yl)benzyl)-N-(3-methoxybenzyl)-4-((2-morpholinoethoxy)methyl)oxazol-2-amine N1(C=NC=C1)C=1C=C(CN(C=2OC=C(N2)COCCN2CCOCC2)CC2=CC(=CC=C2)OC)C=CC1